CC=1C(C(C(=O)O)C=CC1)(Cl)O methyl-2-hydroxy(2-chlorobenzoic acid)